NC1=CC=C(C=C1)NC(OC(C)(C)C)=O tertbutyl (4-aminophenyl)carbamate